Methyl 3-[[5-[2-[2-[tert-butyl(dimethyl)silyl]oxyethyl]-5-fluoro-phenyl]-2-(trifluoromethyl)phenyl]sulfamoyl]-5-chloro-4-methoxy-benzoate [Si](C)(C)(C(C)(C)C)OCCC1=C(C=C(C=C1)F)C=1C=CC(=C(C1)NS(=O)(=O)C=1C=C(C(=O)OC)C=C(C1OC)Cl)C(F)(F)F